C12CC(CC2C1)OC1=C(C=C(C=C1F)NC(=O)C=1N=C(OC1CC(F)(F)F)N1CC2=NOC=C2C1)F N-(4-(cis-bicyclo[3.1.0]hexan-3-yloxy)-3,5-difluorophenyl)-2-(4H-pyrrolo[3,4-c]isoxazol-5(6H)-yl)-5-(2,2,2-trifluoroethyl)oxazole-4-carboxamide